C(C)N1C(C2=C(C3(C1)CC3)SC(=C2)C2=NC(=NC=C2F)NC2CCN(CC2)S(=O)(=O)C)=O 5'-ethyl-2'-(5-fluoro-2-((1-(methylsulfonyl)piperidin-4-yl)amino)pyrimidin-4-yl)-5',6'-dihydro-4'H-spiro[cyclopropane-1,7'-thieno[3,2-c]pyridin]-4'-one